2-stearyl-N-carboxymethyl-N-hydroxyethyl-imidazolinium C(CCCCCCCCCCCCCCCCC)C=1[N+](CCN1)(CCO)CC(=O)O